CC1=CC=C(C=C1)S(=O)(=O)O.CC1=CC=C(C=C1)S(=O)(=O)O.FC1=CC=C(C=C1)N1CCN(C2=CC=CC=C12)C(CCN1CCN(CC1)C)=O 1-(4-(4-fluorophenyl)-3,4-dihydroquinoxalin-1(2H)-yl)-3-(4-methylpiperazin-1-yl)propan-1-one di-p-toluenesulfonic acid salt